((4-aminobutyl)amino)-N-(4,5-dimethylthiazol-2-yl)-2-methylbenzamide NCCCCNC=1C(=C(C(=O)NC=2SC(=C(N2)C)C)C=CC1)C